(6-(((tert-butyldiphenylsilyl)oxy)methyl)pyridin-3-yl)carbamic acid tert-butyl ester C(C)(C)(C)OC(NC=1C=NC(=CC1)CO[Si](C1=CC=CC=C1)(C1=CC=CC=C1)C(C)(C)C)=O